C1(CC1)C=1C=C(C=2N(C1)C=C(N2)CN)S(=O)(=O)C (6-cyclopropyl-8-(methylsulfonyl)imidazo[1,2-a]pyridin-2-yl)methanamine